OC1=CC=C(C=C1)C=1C2=CC=CC=C2N=C2C=CC=CC12 9-(4-hydroxyphenyl)acridine